FC1(CN(CC1)C1=NC2=C(N1C(C)C)C=C(C=C2F)B2OC(C(O2)(C)C)(C)C)F 2-(3,3-difluoropyrrolidin-1-yl)-4-fluoro-1-isopropyl-6-(4,4,5,5-tetramethyl-1,3,2-dioxaborolan-2-yl)-1H-benzo[d]imidazole